C(C1=CC=CC=C1)O[C@@H]1[C@@H](N(C[C@@H]([C@H]1OCC1=CC=CC=C1)OCC1=CC=CC=C1)C[C@@H]1CNCC1)COCC1=CC=CC=C1 (2S,3R,4R,5S)-3,4,5-tris(benzyloxy)-2-((benzyloxy)methyl)-1-((S)-pyrrolidin-3-ylmethyl)piperidine